ethensultone C1=COS1(=O)=O